C1CCC1 cis-Cyclobutane